6-(4-(2,2-Dimethoxyethyl)piperidin-1-yl)-3-formylbenzofuran-2-carboxylic acid ethyl ester C(C)OC(=O)C=1OC2=C(C1C=O)C=CC(=C2)N2CCC(CC2)CC(OC)OC